8-chloro-2-(3-methyl-1H-pyrazol-4-yl)-4-(2,8-diazaspiro[4.5]decan-8-yl)pyrido[3,4-d]pyrimidine ClC1=NC=CC2=C1N=C(N=C2N2CCC1(CCNC1)CC2)C=2C(=NNC2)C